C(C)(C)C=1C(=NNC1C=1C=C(C=2N(C1)N=CN2)C)C2=CC=C(C=C2)C2CCC(CC2)N(CC(=O)N(C)C)C 2-((4-(4-(4-isopropyl-5-(8-methyl-[1,2,4]triazolo[1,5-a]pyridin-6-yl)-1H-pyrazol-3-yl)phenyl)cyclohexyl)(methyl)amino)-N,N-dimethylacetamide